tert-butyl 4-(3-(3-cyano-6-(4-(1,4-dimethyl-1H-pyrazol-5-yl)piperidin-1-yl)-2-(trifluoromethyl)pyridin-4-yl)cyclobutyl)piperazine-1-carboxylate C(#N)C=1C(=NC(=CC1C1CC(C1)N1CCN(CC1)C(=O)OC(C)(C)C)N1CCC(CC1)C1=C(C=NN1C)C)C(F)(F)F